2'-[6-(cyclohexyloxy)quinolin-3-yl]-N-ethyl-5',6'-dihydrospiro[azetidine-3,4'-pyrrolo[1,2-b]pyrazole]-1-carboxamide C1(CCCCC1)OC=1C=C2C=C(C=NC2=CC1)C=1C=C2N(N1)CCC21CN(C1)C(=O)NCC